The molecule is a cinnamate ester obtained by formal condensation of the carboxy group of 4-coumaric acid with the 5-hydroxy group of (-)-quinic acid. It has a role as a metabolite. It is a cinnamate ester and a cyclitol carboxylic acid. It derives from a (-)-quinic acid and a 4-coumaric acid. C1[C@H]([C@H]([C@@H](C[C@@]1(C(=O)O)O)OC(=O)/C=C/C2=CC=C(C=C2)O)O)O